6-[4-[(4-fluorophenyl)methylsulfonyl]-2-(trifluoromethyl)piperazin-1-yl]-4-(1H-pyrrolo[2,3-b]pyridin-4-yl)-1H-pyridin-2-one FC1=CC=C(C=C1)CS(=O)(=O)N1CC(N(CC1)C1=CC(=CC(N1)=O)C1=C2C(=NC=C1)NC=C2)C(F)(F)F